C1(CC=CCC1)CC[Al] (2-(Cyclohex-3-en-1-yl)Ethyl)Aluminum